6-bromo-1,3,3-trimethylindolin-2-one BrC1=CC=C2C(C(N(C2=C1)C)=O)(C)C